CS(=O)(=O)C(CCCCCCC(=O)O)\C=C\CCCCCCCCC (E)-8-methylsulfonylnonadec-9-enoic acid